(3S,6S,10R,13S)-6-(hydroxymethyl)-10,13-dimethyl-3-(2-(pyrrolidin-3-yl)ethyl)dodecahydro-1H-cyclopenta[a]phenanthrene-7,17(2H,8H)-dione OC[C@@H]1C2C[C@H](CC[C@@]2(C2CC[C@@]3(C(CCC3C2C1=O)=O)C)C)CCC1CNCC1